O[C@H]1CC[C@@]2([C@H]3CC[C@@]4([C@H](CC[C@H]4[C@@H]3CC=C2C1)[C@@H](CCC(=O)N(OCCC)C)C)C)C (R)-4-((3S,8S,9S,10R,13R,14S,17R)-3-hydroxy-10,13-dimethyl-2,3,4,7,8,9,10,11,12,13,14,15,16,17-tetradecahydro-1H-cyclopenta[a]phenanthren-17-yl)-N-methyl-N-propoxypentanamide